2-fluoropropene FC(=C)C